C(C(=C)C)(=O)OCCN1C(N(C(N(C1=O)CCOC(C(=C)C)=O)=O)CCOC(C(=C)C)=O)=O Tris-[2-(methacryloyloxy)-ethyl]-isocyanuric acid